FC=1C=C(C(=O)NC)C=CC1NCC#CC=1C=C2C(=CC=CN2C1SC(F)(F)F)N[C@H]1[C@H](CN(CC1)C)F 3-fluoro-4-{[3-(8-{[(3S,4R)-3-fluoro-1-methylpiperidin-4-yl]amino}-3-[(trifluoromethyl)sulfanyl]indolizin-2-yl)prop-2-yn-1-yl]amino}-N-methylbenzamide